1-(4,4-difluorocyclohexyl)-N,5-dimethyl-N-pyridazin-4-ylpyrazole-4-carboxamide FC1(CCC(CC1)N1N=CC(=C1C)C(=O)N(C1=CN=NC=C1)C)F